C/C/1=C/2\\[C@@]([C@@H](/C(=C/C3=[NH+]/C(=C(\\C4=[NH+][C@H]([C@@H]([C@@]4(C)CCC(=O)[O-])CC(=O)[O-])[C@]5([C@@]([C@@H](C1=[NH+]5)CCC(=O)[O-])(C)CC(=O)[O-])C)/C)/[C@H](C3(C)C)CCC(=O)[O-])/N2)CCC(=O)[O-])(C)CC(=O)[O-] The molecule is a precorrin carboxylic acid anion that is the tetraanionic form of hydrogenobyrinic acid. It is the major microspecies at pH 7.3 (according to Marvin v 6.2.0.). It is a conjugate base of a hydrogenobyrinic acid. It is a conjugate acid of a hydrogenobyrinate(6-).